2-trifluoromethyl-3H-naphtho[2,1-b]pyran-3-carboxylic acid FC(C1=CC2=C(OC1C(=O)O)C=CC1=CC=CC=C12)(F)F